N-(cyclohexylmethyl)-6-(1H-imidazol-1-yl)pyrazine-2-carboxamide C1(CCCCC1)CNC(=O)C1=NC(=CN=C1)N1C=NC=C1